ClC1=CN=CC(=N1)OCCC1(CC1)C#N 1-(2-((6-chloropyrazin-2-yl)oxy)ethyl)cyclopropane-1-carbonitrile